(4-(1-(5-(2-((6,7-dihydro-5H-cyclopenta[c]pyridin-6-yl)amino)pyrimidin-5-yl)-1,3,4-oxadiazol-2-yl)azetidin-3-yl)-1H-1,2,3-triazol-1-yl)methyl pivalate C(C(C)(C)C)(=O)OCN1N=NC(=C1)C1CN(C1)C=1OC(=NN1)C=1C=NC(=NC1)NC1CC2=C(C=NC=C2)C1